ClC1=NC(=NC(=C1C(=O)Cl)Cl)C1CN(C1)C(=O)OC(C)(C)C tert-butyl 3-(4,6-dichloro-5-(chloroformyl)pyrimidin-2-yl)azetidine-1-carboxylate